C(C)(C)OC(C(CC1=NC=CN=C1)O)=O 2-hydroxy-3-(pyrazin-2-yl)propionic acid isopropyl ester